BrC=1C(N(C(NC1C)=O)C(C)CC)=O 5-bromo-3-sec-butyl-6-methyluracil